2-{[2-methoxy-4-methyl-5-(4-methylpiperazin-1-yl)phenyl]amino}-5,5-dimethyl-6,7-dihydro-5H-pyrrolo[2,3-d]pyrimidine COC1=C(C=C(C(=C1)C)N1CCN(CC1)C)NC=1N=CC2=C(N1)NCC2(C)C